3-(4-bromophenyl)-9-oxa-3,7-diazabicyclo[3.3.1]nonane BrC1=CC=C(C=C1)N1CC2CNCC(C1)O2